(S)-2-(Boc-amino)-3-[(S)-2-oxo-3-pyrrolidinyl]propionic acid C(=O)(OC(C)(C)C)N[C@H](C(=O)O)C[C@H]1C(NCC1)=O